CN(/C=C/C(C(=O)OCC)=O)C ethyl (3E)-4-(dimethylamino)-2-oxobut-3-enoate